NC1=C(C=C(C=N1)NC(C(=O)N1[C@H](CC[C@@H](C1)C)C=1C=NC(=CC1)C(F)(F)F)=O)C N-(6-amino-5-methyl-3-pyridyl)-2-[(2R,5S)-5-methyl-2-[6-(trifluoromethyl)-3-pyridyl]-1-piperidyl]-2-oxo-acetamide